2-methoxyethyl 2,6-dimethylpiperidine-1-carboxylate CC1N(C(CCC1)C)C(=O)OCCOC